BrC=1N(C(=C(N1)Cl)Cl)CCNC(OC(C)(C)C)=O tert-butyl (2-(2-bromo-4,5-dichloro-1H-imidazol-1-yl)ethyl)carbamate